C(C)(C)OC([C@H](CC(C)C)NC([C@H](CC1=NC2=C(N1C)C=CC(=C2)N(CCCl)CCCl)N)=O)=O (2S)-2-[[(2S)-2-amino-3-[5-[bis(2-chloroethyl)amino]-1-methyl-benzimidazol-2-yl]propionyl]amino]-4-methyl-pentanoic acid isopropyl ester